C(C)OCC1CC2(C(N(C=3C=NC=4C=C(C(=CC4C32)C=3C=C(C(=NC3)OCCNC(C)C)NS(=O)(=O)C)F)C)=O)C1 trans-N-(5-(3-(Ethoxymethyl)-7'-fluoro-3'-methyl-2'-oxo-2',3'-dihydrospiro[cyclobutane-1,1'-pyrrolo[2,3-c]quinolin]-8'-yl)-2-(2-(isopropylamino)ethoxy)pyridin-3-yl)methanesulfonamide